ClC1=CC=NC2=CC(=CC=C12)OC1CCN(CC1)C(=O)OC(C)(C)C tert-butyl 4-[(4-chloroquinolin-7-yl)oxy]piperidine-1-carboxylate